N-Boc-3,4-Dehydro-L-proline C1=CC(=C(C(=C1)[N+](=O)[O-])O)C(=O)O